COC=1C=C(C=C(C1OC)OC)[C@@H](C(=O)N1[C@@H](CCCC1)C(=O)O)CC (S)-1-((S)-2-(3,4,5-trimethoxyphenyl)butyryl)piperidine-2-carboxylic acid